N-[7-(6-Chloro-1,2,3,4-tetrahydro-acridin-9-ylamino)-heptyl]-2-(1,3-dioxo-1,3-dihydro-isoindol-2-yl)-acetamide ClC=1C=C2N=C3CCCCC3=C(C2=CC1)NCCCCCCCNC(CN1C(C2=CC=CC=C2C1=O)=O)=O